4,4'-dinitrodiphenyl sulfone C1=CC(=CC=C1[N+](=O)[O-])S(=O)(=O)C2=CC=C(C=C2)[N+](=O)[O-]